BrC=1C2=C(N(N=C2C=CC1)COCC[Si](C)(C)C)C(CCN(C(OCC1=CC=CC=C1)=O)C)NS(=O)C(C)(C)C benzyl N-[3-[4-bromo-2-(2-trimethylsilylethoxymethyl)indazol-3-yl]-3-(tert-butylsulfinylamino)propyl]-N-methyl-carbamate